2-((R)-2-((S)-2-((S)-2-amino-3-(1-benzhydryl-1H-imidazol-4-yl)propanamido)-6-octanamidohexanamido)-3-(p-tolyl)propanamido)-3-(4-(sulfooxy)phenyl)propanoic acid N[C@H](C(=O)N[C@H](C(=O)N[C@@H](C(=O)NC(C(=O)O)CC1=CC=C(C=C1)OS(=O)(=O)O)CC1=CC=C(C=C1)C)CCCCNC(CCCCCCC)=O)CC=1N=CN(C1)C(C1=CC=CC=C1)C1=CC=CC=C1